O=C1N(CCCC1)C(=O)OC(C)(C)C tert-butyl 2-oxo-piperidine-1-carboxylate